C(CCCCCCCCCCC)OC(C(=C)C)=O.C(C(=C)C)(=O)OCCCCCCCCCCCC Dodecyl methacrylate Dodecyl-methacrylate